8-((6-phenyl-[3,4'-bipyridyl]-2'-yl)methyl)-8-azaspiro[4.5]decane C1(=CC=CC=C1)C1=CC=C(C=N1)C1=CC(=NC=C1)CN1CCC2(CCCC2)CC1